5-[(4R,7R,8aS)-4-methyl-7-[(5-methyl-5,6,7,8-tetrahydro-2,6-naphthyridin-3-yl)amino]-3,4,6,7,8,8a-hexahydro-1H-pyrrolo[1,2-a]pyrazin-2-yl]quinoline-8-carbonitrile C[C@@H]1CN(C[C@H]2N1C[C@@H](C2)NC=2N=CC=1CCNC(C1C2)C)C2=C1C=CC=NC1=C(C=C2)C#N